(S)-4-amino-1-(4-(2-(4-(4-chlorophenyl)-2,3,9-trimethyl-6H-thieno[3,2-f][1,2,4]triazolo[4,3-a][1,4]diazepin-6-yl)acetyl)piperazin-1-yl)butan-1-one hydrochloride Cl.NCCCC(=O)N1CCN(CC1)C(C[C@H]1C=2N(C3=C(C(=N1)C1=CC=C(C=C1)Cl)C(=C(S3)C)C)C(=NN2)C)=O